(1-{3-chloro-6-[3-cyano-2-(2-methoxy-ethoxymethoxy)-phenyl]Quinolin-4-yl}-piperidin-4-yl)-carbamic acid tert-butyl ester C(C)(C)(C)OC(NC1CCN(CC1)C1=C(C=NC2=CC=C(C=C12)C1=C(C(=CC=C1)C#N)OCOCCOC)Cl)=O